N-Carbamyl-L-aspartic acid C(N)(=O)N[C@@H](CC(=O)O)C(=O)O